CC=1C=CC2=C(N(C(=N2)C2=CC=C(C=C2)[N+](=O)[O-])CCC2=CC=C(C=C2)C)C1 6-methyl-1-(4-methyl-phenethyl)-2-(4-nitrophenyl)-1H-benzo[d]imidazole